FC1(CCC(CC1)(C1=CC=C(C=C1)NS(=O)(=O)C1=CC=CC=C1)C(=O)N1[C@H](C[C@H](C1)F)C(=O)NC1=CC=C2C(=N1)C=NN2C(=O)OC(C)(C)C)F tert-Butyl 5-({(4R)-1-[(4,4-difluoro-1-{4-[(phenylsulfonyl)amino]phenyl}cyclohexyl)carbonyl]-4-fluoro-D-prolyl}amino)-1H-pyrazolo[4,3-b]pyridine-1-carboxylate